Tert-butyl 1-((((2R,3S)-3-amino-4-methoxy-4-oxobutan-2-yl)oxy)methyl)cyclohexanecarboxylate N[C@@H]([C@@H](C)OCC1(CCCCC1)C(=O)OC(C)(C)C)C(=O)OC